C(CCCCCCCCCCC)SC1=C(C=CC=C1)/C=C/CN(C(CCCC(=O)ON1C(CCC1=O)=O)=O)CC#C 2,5-dioxopyrrolidin-1-yl (E)-5-((3-(2-(dodecylthio)phenyl)allyl)(prop-2-yn-1-yl)amino)-5-oxopentanoate